fluorine cyclohexane C1CCCCC1.[F]